NC1=NC(=NN2C1=NC=C2CC=2C=C(C(=NC2)N2CCN(CC2)C(CNC)=O)C)OC(CC)CCC (4-(5-((4-amino-2-(hexane-3-yloxy)imidazo[2,1-f][1,2,4]triazin-7-yl)methyl)-3-methylpyridin-2-yl)piperazin-1-yl)-2-(methylamino)ethan-1-one